2-(dimethoxyphosphoryl)acetate COP(=O)(OC)CC(=O)[O-]